C1(=CC=CC=C1)C1=C(C(=C(C(=C1N)C1=CC=CC=C1)C1=CC=CC=C1)N)C1=CC=CC=C1 tetraphenylbenzene-1,4-diamine